(S)-1-(2-(2-aminoethoxy)-5-chloropyridin-3-yl)-3-(2-chloro-7-(1-methoxyethyl)pyrazolo[1,5-a]pyrimidin-6-yl)urea NCCOC1=NC=C(C=C1NC(=O)NC=1C=NC=2N(C1[C@H](C)OC)N=C(C2)Cl)Cl